C(C)C1=CC=C(C(=O)NC2=NC=C(C=C2)O)C=C1 4-ethyl-N-(5-hydroxypyridin-2-yl)benzamide